1-(tetrahydro-2H-pyran-3-yl)-3,6-dihydroimidazo[4,5-d]pyrrolo[2,3-b]pyridin-2(1H)-one O1CC(CCC1)N1C(NC=2C1=C1C(=NC2)NC=C1)=O